tert-butyl 4-[2-[2-[2-(4-nitrophenoxy)ethoxy]ethoxy]ethoxy]piperidine-1-carboxylate [N+](=O)([O-])C1=CC=C(OCCOCCOCCOC2CCN(CC2)C(=O)OC(C)(C)C)C=C1